1-(4-(2-(4-isopropoxyphenyl)-1,3-selenazol-5-yl)benzyl)azetidine-3-carboxylic acid C(C)(C)OC1=CC=C(C=C1)C=1[Se]C(=CN1)C1=CC=C(CN2CC(C2)C(=O)O)C=C1